dichloro-[1,1'-bis(di-tert-butylphosphino)-ferrocene] palladium (II) [Pd+2].ClC1=C([C-](C=C1)P(C(C)(C)C)C(C)(C)C)Cl.[C-]1(C=CC=C1)P(C(C)(C)C)C(C)(C)C.[Fe+2]